NC=1C=2N(C3=CC(=C(C=C3N1)C)C(=O)N(C1COC3=NC(=CC=C31)C(F)(F)F)C=3C=NN(C3)C)C=NC2 4-amino-7-methyl-N-(1-methyl-1H-pyrazol-4-yl)-N-(6-(trifluoromethyl)-2,3-dihydrofuro[2,3-b]pyridin-3-yl)imidazo[1,5-a]quinoxaline-8-carboxamide